C(\C=C\C(=O)[O-])(=O)OCCCCC monopentyl fumarate